FC(C1=NN=C(O1)C=1C=CC(=NC1)CN(S(=O)(=O)C1CCN(CC1)C1CCC(CC1)F)C=1C=C(C=CC1)C)F N-((5-(5-(difluoromethyl)-1,3,4-oxadiazol-2-yl)pyridin-2-yl)methyl)-1-((1r,4r)-4-fluorocyclohexyl)-N-(m-tolyl)piperidine-4-sulfonamide